C(C)N1N=CN=C1C1=CC=C(C=C1)C1=NNC2=NC=C(C=C21)C=2C=CC1=C(CC[C@H](CC1)N1C3COCC1C3)C2 6-[(7S)-2-{3-[4-(1-Ethyl-1H-1,2,4-triazol-5-yl)phenyl]-1H-pyrazolo[3,4-b]pyridin-5-yl}-6,7,8,9-tetrahydro-5H-benzo[7]annulen-7-yl]-3-oxa-6-azabicyclo[3.1.1]heptane